4-amino-3-chloro-5-fluoro-6-(7-fluoro-1H-indol-6-yl)pyridin-2-carboxylat NC1=C(C(=NC(=C1F)C1=CC=C2C=CNC2=C1F)C(=O)[O-])Cl